S-(trifluoromethyl)benzo[b]thiophene FC(S1C2=C(C=C1)C=CC=C2)(F)F